N-(5-(4-((6-(2,4-dioxotetrahydropyrimidin-1(2H)-yl)pyridin-3-yl)methyl)piperazin-1-yl)-1-((1s,4s)-4-(hydroxymethyl)cyclohexyl)-1H-benzo[d]imidazol-2-yl)-3-(trifluoromethyl)benzamide O=C1N(CCC(N1)=O)C1=CC=C(C=N1)CN1CCN(CC1)C1=CC2=C(N(C(=N2)NC(C2=CC(=CC=C2)C(F)(F)F)=O)C2CCC(CC2)CO)C=C1